4-(2-(4-(2-acetyl-5-chlorophenyl)-5-methoxy-2-oxopyridin-1(2H)-yl)-3-(3-cyanophenyl)propionylamino)benzoic acid C(C)(=O)C1=C(C=C(C=C1)Cl)C1=CC(N(C=C1OC)C(C(=O)NC1=CC=C(C(=O)O)C=C1)CC1=CC(=CC=C1)C#N)=O